tert-Butyl (2S,4S)-4-((2-fluoro-9-isopropyl-9H-purin-6-yl)amino)-2-methylpyrrolidine-1-carboxylate FC1=NC(=C2N=CN(C2=N1)C(C)C)N[C@H]1C[C@@H](N(C1)C(=O)OC(C)(C)C)C